1-methyl-1H-pyrazolo[4,3-c]pyridine-6-carboxamide formic acid salt C(=O)O.CN1N=CC=2C=NC(=CC21)C(=O)N